(R)-4-(3-chloro-4-(9-(5-chloro-2-cyanobenzyl)-6-(1-methylcyclopropoxy)-9H-purin-8-yl)phenoxy)-2-methylbutanoic acid ClC=1C=C(OCC[C@H](C(=O)O)C)C=CC1C=1N(C2=NC=NC(=C2N1)OC1(CC1)C)CC1=C(C=CC(=C1)Cl)C#N